(4-(3-bromoimidazo[1,2-b]pyridazin-6-yl)phenyl)(morpholinyl)methanone BrC1=CN=C2N1N=C(C=C2)C2=CC=C(C=C2)C(=O)N2CCOCC2